(R)-4-amino-3-(((tetrahydrofuran-3-yl)methyl)amino)benzoic acid methyl ester COC(C1=CC(=C(C=C1)N)NC[C@@H]1COCC1)=O